2-methoxy-3-[4-(4,4,5,5-tetramethyl-1,3,2-dioxaborolan-2-yl)pyrazol-1-yl]pyridine COC1=NC=CC=C1N1N=CC(=C1)B1OC(C(O1)(C)C)(C)C